((R)-3-(4-cyanophenethyl)-1-(2-(6-methylpyridin-3-yl)propan-2-yl)pyrrolidin-3-yl)methyl-methanesulfinate C(#N)C1=CC=C(CC[C@]2(CN(CC2)C(C)(C)C=2C=NC(=CC2)C)CCS(=O)[O-])C=C1